CO[C@H]1[C@@H](CN(C1)C)NC(=O)C1(CCNCC1)C=1C=NC(=CC1)C=1N(C=CC1)C N-[(3r,4r)-4-methoxy-1-methylpyrrolidin-3-yl]-4-[6-(1-methyl-1H-pyrrol-2-yl)pyridin-3-yl]piperidine-4-carboxamide